5-(bromomethyl)-3-(2,4-difluorophenyl)-1,2,4-oxadiazole BrCC1=NC(=NO1)C1=C(C=C(C=C1)F)F